FC=1C(=CC2=C(C1)C1C(CN(CC1)C(=O)C1=CC(=[NH+]C=C1C)C(=O)N1CCC(CC1)(C#N)C1=CC=CC=C1)O2)F 1-[4-(6,7-difluoro-3,4,4a,9a-tetrahydro-1H-benzofuro[2,3-c]pyridine-2-carbonyl)-5-methyl-pyridin-1-ium-2-carbonyl]-4-phenyl-piperidine-4-carbonitrile